7-bromo-2-(sec-butoxy)-N,N-bis(4-methoxybenzyl)imidazo[2,1-f][1,2,4]triazin-4-amine BrC1=CN=C2C(=NC(=NN21)OC(C)CC)N(CC2=CC=C(C=C2)OC)CC2=CC=C(C=C2)OC